2-(dimethylamino)methylenecyclopentanone CN(C)C=C1C(CCC1)=O